NC=1N=C2N(N=C(C=C2)C2=C(C=C(C=C2)C=2C(=C(C(N(C2)C2=CC=C(C=C2)F)=O)C(=O)N)OCC)F)C1 (4-(2-Aminoimidazo[1,2-b]pyridazin-6-yl)-3-fluorophenyl)-4-ethoxy-1-(4-fluorophenyl)-2-keto-1,2-dihydropyridine-3-carboxamide